CC1=C(C(CCC1)(C)C)C=CC(CC)=O 1-(2,6,6-trimethyl-1-cyclohexen-1-yl)pent-1-en-3-one